N1(CCCCCC1)C1=C(C(=CC=C1)Cl)/C=C/C(=O)O (2E)-3-[2-(AZEPAN-1-YL)-6-CHLOROPHENYL]PROP-2-ENOIC ACID